COC(/C(=C\OC)/OC)=O.IC[C@@]1(OC2=C(C1)C=C(C(=C2)N2CCOCC2)NC(=O)C2=NC(=CC=C2)C(F)(F)F)C N-[(2R)-2-(iodomethyl)-2-methyl-6-morpholino-3H-benzofuran-5-yl]-6-(trifluoromethyl)pyridine-2-carboxamide methyl-(E)-2,3-dimethoxyprop-2-enoate